NC(N)=NCC1C=CC=C(I)C=1.O=S(=O)(O)O m-iodobenzylguanidine hemisulfate